CC1=NN(C(=C1)C1=NSC=2C1=NC(=CC2C2(CCCCC2)C#N)N2[C@H](COCC2)C)C2OCCCC2 1-{3-[3-methyl-1-(oxan-2-yl)-1H-pyrazol-5-yl]-5-[(3S)-3-methylmorpholin-4-yl]-[1,2]thiazolo[4,5-b]pyridin-7-yl}cyclohexane-1-carbonitrile